CC(C)(CCC(C)(OO)C)OOC(C)(C)C 2,5-di-methyl-2-tert-butylperoxy-5-hydroperoxyhexane